4-(2,5-dioxo-2,5-dihydro-1H-pyrrol-1-yl)-N-methylbutanamide O=C1N(C(C=C1)=O)CCCC(=O)NC